1-indanone oxime C1(CCC2=CC=CC=C12)=NO